2-(3-(trifluoromethyl)-3,4-dihydro-2H-pyrrolo[3',2':5,6]pyrido[2,3-b][1,4]oxazepin-1(7H)-yl)benzamide FC(C1CN(C2=C(OC1)N=C1C(=C2)C=CN1)C1=C(C(=O)N)C=CC=C1)(F)F